N1=C(C=CC=C1)N1N=C(N=C1CC1=CC=C(C(=O)NO)C=C1)C=1SC=CC1 4-[[2-(2-pyridinyl)-5-(2-thienyl)-1,2,4-triazol-3-yl]methyl]benzohydroxamic acid